(1-{(S)-2-[(S)-3-Isobutyl-2-oxo-1-piperazinyl]-4-methylvaleryl}-4-piperidyl)acetic acid C(C(C)C)[C@H]1C(N(CCN1)[C@H](C(=O)N1CCC(CC1)CC(=O)O)CC(C)C)=O